FC1=C(C=C2C=CNC(C2=C1)=O)C1=NC=C(C=N1)C(C)(C)O 7-fluoro-6-(5-(2-hydroxypropan-2-yl)pyrimidin-2-yl)isoquinolin-1(2H)-one